methyl 2-({4-[(2S)-2-(4-chloro-2-fluorophenyl)-2-methyl-1,3-benzodioxol-4-yl] piperidin-1-yl} methyl)-1-[(2S)-oxetan-2-ylmethyl]-1H-benzimidazole-6-carboxylate ClC1=CC(=C(C=C1)[C@@]1(OC2=C(O1)C=CC=C2C2CCN(CC2)CC2=NC1=C(N2C[C@H]2OCC2)C=C(C=C1)C(=O)OC)C)F